BrC=1C=CC(=C(OCCO)C1)OC(F)(F)F 2-(5-bromo-2-(trifluoromethoxy)phenoxy)ethanol